O=C1/C(/N=C(O1)C1=CC(=CC=C1)C(F)(F)F)=C\C=1C=C(C=CC1)[C@H](C)NC(OC(C)(C)C)=O tert-butyl (S,E)-(1-(3-((5-oxo-2-(3-(trifluoromethyl)phenyl)oxazol-4(5H)-ylidene)methyl)phenyl)ethyl)carbamate